CC=1C=C2CC(N(C2=CC1)C(C(=O)N)C)=O (-)-2-(5-methyl-2-oxo-2,3-dihydro-1H-indol-1-yl)propanamide